6-Chloro-3-[(1R)-1-(3,6-dimethyl-4-oxo-2-pyrazin-2-yl-chromen-8-yl)ethoxy]-N'-hydroxy-pyridine-2-carboxamidine ClC1=CC=C(C(=N1)C(=NO)N)O[C@H](C)C=1C=C(C=C2C(C(=C(OC12)C1=NC=CN=C1)C)=O)C